trans-4-[(1-methylpyrazolo[4,3-b]pyridin-6-yl)methyl]cyclohexanecarboxylic acid CN1N=CC2=NC=C(C=C21)C[C@@H]2CC[C@H](CC2)C(=O)O